(5-Fluoro-1-(4-methoxybenzyl)piperidin-2-yl)benzaldehyde FC1CCC(N(C1)CC1=CC=C(C=C1)OC)C1=C(C=O)C=CC=C1